2-methoxy-4-(6-(4-nonanamidothiophen-2-yl)pyrazin-2-yl)-N-(1H-tetrazol-5-yl)benzamide COC1=C(C(=O)NC2=NN=NN2)C=CC(=C1)C1=NC(=CN=C1)C=1SC=C(C1)NC(CCCCCCCC)=O